N1(CCOCC1)C1=CC=CC(=N1)C1=NC(=NO1)C1=C(C=C(N)C=C1)N1CCC2(CC2)CC1 4-(5-(6-morpholinylpyridin-2-yl)-1,2,4-oxadiazol-3-yl)-3-(6-azaspiro[2.5]oct-6-yl)aniline